C1=C(C=CC=2OC3=C(C21)C=CC=C3)[C@@H](C)NC=3C(N(C(=NN3)C3=C(C=CC=C3)F)CC(=O)O)=O (R)-2-(6-((1-(dibenzo[b,d]furan-2-yl)ethyl)amino)-3-(2-fluorophenyl)-5-oxo-1,2,4-triazin-4(5H)-yl)acetic acid